1-[2-(2-tert-butyl-phenoxy)-pyridin-3-yl]-3-[4-(3-methoxy-benzyloxy)-phenyl]-urea C(C)(C)(C)C1=C(OC2=NC=CC=C2NC(=O)NC2=CC=C(C=C2)OCC2=CC(=CC=C2)OC)C=CC=C1